O1C(=CC=C1)C1=NN2C(N=CC(=C2C(=O)OCC)C2=CC=CC=C2)=C1 Ethyl 2-(Furan-2-yl)-6-phenylpyrazolo[1,5-a]pyrimidine-7-carboxylate